7-cyclopentyl-2-((5-(4-((6-(2,4-dioxotetrahydropyrimidin-1(2H)-yl)pyrazin-2-yl)methyl)piperazin-1-yl)pyridin-2-yl)amino)-N,N-dimethyl-7H-pyrrolo[2,3-d]pyrimidine-6-carboxamide C1(CCCC1)N1C(=CC2=C1N=C(N=C2)NC2=NC=C(C=C2)N2CCN(CC2)CC2=NC(=CN=C2)N2C(NC(CC2)=O)=O)C(=O)N(C)C